C1=CC=C(C(=C1)[N+](=O)[O-])S(=O)(=O)Cl o-nitrobenzenesulfonyl chloride